2-[benzyl(2-hydroxyethyl)amino]-1-(1-cyclopropylpyrazol-4-yl)ethanone C(C1=CC=CC=C1)N(CC(=O)C=1C=NN(C1)C1CC1)CCO